2-(2'-bromo-4'-((6-(methylsulfonyl)-2,6-diazaspiro[3.3]heptan-2-yl)methyl)-[1,1'-biphenyl]-4-yl)-1,1,1,3,3,3-hexafluoropropan-2-ol BrC1=C(C=CC(=C1)CN1CC2(C1)CN(C2)S(=O)(=O)C)C2=CC=C(C=C2)C(C(F)(F)F)(C(F)(F)F)O